C(C)(=O)O[C@H]([C@H](O)C1=C(C=CC=C1)Cl)COCC1=CC=CC=C1 (1R,2S)-3-(benzyloxy)-1-(2-chlorophenyl)-1-hydroxypropan-2-yl acetate